CC(C)P(=O)(C(C)C)C1=CC2=C(N=C(N=C2N[C@H](C)C=2C(=C(C=CC2)C(C(C)(O)C)(F)F)F)C)N=C1 1-{3-[(1R)-1-({6-[di(propan-2-yl)phosphoryl]-2-methylpyrido[2,3-d]pyrimidin-4-yl}amino)ethyl]-2-fluorophenyl}-1,1-difluoro-2-methylpropan-2-ol